3-(1-cyclopentyl-1H-benzo[d][1,2,3]triazol-5-yl)-5-(4-methoxyphenyl)-1,2,4-oxadiazole C1(CCCC1)N1N=NC2=C1C=CC(=C2)C2=NOC(=N2)C2=CC=C(C=C2)OC